C1(CCC1)NC1=CC(=NC=C1)C(=O)NC[C@@H](O)[C@H]1N(CC2=CC(=CC=C2C1)OCOC)C(=O)OC(C)(C)C tert-butyl (3S)-3-[(1R)-2-[[4-(cyclobutylamino)pyridine-2-carbonyl]amino]-1-hydroxy-ethyl]-7-(methoxymethoxy)-3,4-dihydro-1H-isoquinoline-2-carboxylate